N1C=CC2=NC=3C=NC=CC3C=C21 1H-pyrrolo[3,2-b][1,7]naphthyridine